5-methyl-4,5,6,7-tetrahydrothiazolo[5,4-c]pyridine-2-formate CN1CC2=C(CC1)N=C(S2)C(=O)[O-]